C(C1=CC=CC=C1)OCOC1=CC=C2C(=C(C(C2=C1)=O)C=1SC=CC1)C=1N=CSC1C 6-((Benzyloxy)methoxy)-3-(5-methylthiazol-4-yl)-2-(thiophen-2-yl)-1H-inden-1-one